[Si](C)(C)(C(C)(C)C)OCCC(CC(C#CC(F)(F)F)NS(=O)C(C)(C)C)C N-(8-((tert-butyldimethylsilyl)oxy)-1,1,1-trifluoro-6-methyloct-2-yn-4-yl)-2-methylpropane-2-sulfinamide